BrC1=CC(=C(C(=O)O)C=C1)N1CCN(CC1)C(=O)OC(C)(C)C 4-bromo-2-(4-(tert-butoxycarbonyl)piperazin-1-yl)benzoic acid